7-chloro-1-(2,4,6-trifluorophenyl)-6-fluoro-4-oxo-1,4-dihydro-1,8-naphthyridine-3-carboxylic acid ClC1=C(C=C2C(C(=CN(C2=N1)C1=C(C=C(C=C1F)F)F)C(=O)O)=O)F